ClC1=C(C(=CC=C1)Cl)C(C=O)=O 2-(2,6-dichlorophenyl)-2-oxoacetaldehyde